3-(5-amino-2-bromo-4-fluorophenyl)-1-ethyl-7-(methylamino)-1,6-naphthyridin NC=1C(=CC(=C(C1)C=1CN(C2=CC(=NC=C2C1)NC)CC)Br)F